Cl.N1CCC(CC1)C1=CC=2C=NC=C(C2O1)N (piperidin-4-yl)furo[3,2-c]Pyridine-7-amine hydrochloride